C(C=C)C(C(=O)[O-])CC(=O)[O-] allylsuccinat